7-nitro-2,3,4,5-tetrahydro-1H-1,5-methano-3-benzazepine [N+](=O)([O-])C1=CC2=C(C3CNCC2C3)C=C1